FC1(CCN(CC1)C=1C2=C(N=C(N1)NC(C1=C(C=C(C=C1)S(=O)(=O)C)N1CCC3(CC3)CC1)=O)NC=C2)F N-(4-(4,4-Difluoropiperidin-1-yl)-7H-pyrrolo[2,3-d]pyrimidin-2-yl)-4-(methylsulfonyl)-2-(6-azaspiro[2.5]octan-6-yl)benzamide